C1(=CC=CC=C1)CC(C#CC1=CC=C(C=C1)Cl)=O 1-phenyl-4-(4-chlorophenyl)-3-butyn-2-one